ClC1=C(C=CC(=C1)F)\C=1\CCCC2=C(\C1\C1=CC=C(C=C1)C=C1CN(CC1)CCCF)C=CC(=C2)C(=O)OC methyl (Z)-8-(2-chloro-4-fluorophenyl)-9-(4-((1-(3-fluoropropyl)pyrrolidin-3-ylidene)methyl)phenyl)-6,7-dihydro-5H-benzo[7]annulene-3-carboxylate